tert-butyl (6-(piperidin-1-yl)thiazolo[4,5-b]pyrazin-2-yl)carbamate N1(CCCCC1)C=1N=C2C(=NC1)N=C(S2)NC(OC(C)(C)C)=O